2-(4-Amino-4-phenylpiperidin-1-yl)-5-(2-methylbenzo[d]thiazol-6-yl)-7H-pyrrolo[2,3-d]pyrimidine NC1(CCN(CC1)C=1N=CC2=C(N1)NC=C2C2=CC1=C(N=C(S1)C)C=C2)C2=CC=CC=C2